2,3-bis(4-ethoxy-4-oxobutyl)-1,3-butadiene C(C)OC(CCCC(=C)C(=C)CCCC(OCC)=O)=O